CC1=C(C(=CC(=C1N)C)C1=CC(=C(N)C(=C1)C)C)CCO 3,3',5,5'-tetramethylbenzidineethanol